FC1=C(C=C(C=C1)F)CC(=O)N1CCC2=C(C(=CC=C12)NC1=NC=NC2=CC(=C(C=C12)OC)OC)F 2-(2,5-Difluorophenyl)-1-[5-[(6,7-dimethoxyquinazolin-4-yl)amino]-4-fluoro-2,3-dihydroindol-1-yl]ethanone